The molecule is a germacranolide isolated from Laurus nobilis L. It has a role as a metabolite. It is a germacranolide and a peroxol. C/C/1=C\\[C@@H]2[C@@H](CCC(=C)[C@@H](CC1)OO)C(=C)C(=O)O2